(R)-1-phenyl-2-methylpropylamine C1(=CC=CC=C1)[C@@H](C(C)C)N